6-((3S,4S)-4-amino-3-methyl-2-oxa-8-azaspiro[4.5]decan-8-yl)-3-(2,3-dichlorophenoxy)-1,4-dihydro-5H-pyrazolo[3,4-b]pyrazin-5-one N[C@@H]1[C@@H](OCC12CCN(CC2)C=2C(NC1=C(N2)NN=C1OC1=C(C(=CC=C1)Cl)Cl)=O)C